4-(6-chloro-4-(6,6-difluoro-1,4-diazepan-1-yl)-2-(((S)-1-methylpyrrolidin-2-yl)-methoxy)-8-(pyridin-2-yl-methoxy)quinazolin-7-yl)-benzo[d]thiazol-2-amine ClC=1C=C2C(=NC(=NC2=C(C1C1=CC=CC2=C1N=C(S2)N)OCC2=NC=CC=C2)OC[C@H]2N(CCC2)C)N2CCNCC(C2)(F)F